C(C)(C)(C)OC(=O)NC1(CC2=CC(=CC=C2CC1)OC1=C(C=CC=C1)C1=CC(=CC=C1)OC)C(=O)OC methyl 2-((tert-butoxycarbonyl)amino)-7-((3'-methoxy-[1,1'-biphenyl]-2-yl)oxy)-1,2,3,4-tetrahydronaphthalene-2-carboxylate